ClC1=CC(=C2C(=N1)C(=CN2C)C#N)C 5-chloro-1,7-dimethyl-1H-pyrrolo[3,2-b]pyridine-3-carbonitrile